2-(6-bromo-7-chloro-4-methyl-indazol-2-yl)-2-[rac-(6R)-6-fluoro-6,7-dihydro-5H-Pyrrolo[1,2-c]Imidazol-1-yl]Ethyl acetate C(C)(=O)OCC(C1=C2N(C=N1)C[C@@H](C2)F)N2N=C1C(=C(C=C(C1=C2)C)Br)Cl |r|